[Br-].C[N+](CC(COC(CCCCCCC\C=C/CCCCCCCC)=O)OC(CCCCCCC\C=C/CCCCCCCC)=O)(C)C Trimethyl-2,3-dioleoyl-oxypropyl-ammonium bromide